C(C1=CC=CC=C1)OC1C(CC1)N1N=C(C=C1O)C 2-(2-benzyloxycyclobutyl)-5-methyl-pyrazol-3-ol